CC1=NC=CC(=C1)C(C)=O 1-(2-methylpyridin-4-yl)ethanone